1-N'-[6-[6-(ethylcarbamoyl)-7-methoxyquinolin-4-yl]oxy-5-fluoropyridin-3-yl]-1-N-(4-fluorophenyl)cyclopropane-1,1-dicarboxamide C(C)NC(=O)C=1C=C2C(=CC=NC2=CC1OC)OC1=C(C=C(C=N1)NC(=O)C1(CC1)C(=O)NC1=CC=C(C=C1)F)F